4-tetrahydropyran-4-ylsulfonylmorpholin O1CCC(CC1)S(=O)(=O)N1CCOCC1